BrC1=CCN(C(=C1)Cl)C 4-bromo-6-chloro-1-methylpyridine